COC1=C(C=CC=C1)C1=CC(=NC=C1C(=O)NC=1SC2=C(N1)CC[C@H](C2)NC2=CC=CC=C2)C |o1:24| (R or S)-4-(2-methoxyphenyl)-6-methyl-N-(6-(phenylamino)-4,5,6,7-tetrahydrobenzo[d]thiazol-2-yl)nicotinamide